OC(CNC1=CC=C(C=C1)OC)C1=NNC(N1)=O 3-[1-hydroxy-2-(4-methoxyphenylamino)ethyl]-1H-1,2,4-triazol-5(4H)-one